ClC=1C(=C(C=C(C1)F)C1=CC=C(C=C1)Cl)NC(=O)C=1C(=NN(C1)C)C(F)(F)F N-(3,4'-dichloro-5-fluoro-biphenyl-2-yl)-3-trifluoromethyl-1-methyl-1H-pyrazole-4-carboxamide